ClC1=NC=C(C(=C1)N1CCC(CC1)CCN(C)C)I 2-(1-(2-chloro-5-iodopyridin-4-yl)piperidin-4-yl)-N,N-dimethylethan-1-amine